ethyl-7,9-decadienoate C(C)OC(CCCCCC=CC=C)=O